COC(=O)C1=CC2=C(N=CS2)C(=C1)C=C 4-vinylbenzo[d]thiazole-6-carboxylic acid methyl ester